naphthalimine C1C=CC2=CC=CC=C2C1=N